ClC=1C(=NN2C1CN(CCC2)C(=O)OC(C)(C)C)C(=O)OCC 5-tert-butyl 2-ethyl 3-chloro-4,6,7,8-tetrahydropyrazolo[1,5-a][1,4]diazepine-2,5-dicarboxylate